C(C)(C)S(=O)(=O)C1=NN(C=C1C=1C(=NC(=NC1)N)N)CC (3-(isopropylsulfonyl)-1-ethyl-1H-4-pyrazolyl)-2,4-diaminopyrimidine